5-bromo-2-cyclopropyl-pyrimidine BrC=1C=NC(=NC1)C1CC1